[Si](C)(C)(C(C)(C)C)CCCC1(NC=C2C=CC=CC2=C1)Cl 3-((tert-butyldimethylsilyl)prop-1-yl)-3-chloro-isoquinoline